(1-methyl-1,2-ethanediyl)bis[oxy(methyl-2,1-ethanediyl)] diacrylate CC(COC(C)COC(=O)C=C)OCC(C)OC(=O)C=C